ethyl 2-(2-((3-(3-(aminomethyl)phenyl)benzofuran-7-yl)methoxy)phenyl)acetate NCC=1C=C(C=CC1)C1=COC2=C1C=CC=C2COC2=C(C=CC=C2)CC(=O)OCC